Cl.N[C@H](C(=O)NC1CC1)CO (2S)-2-amino-N-cyclopropyl-3-hydroxy-propanamide hydrochloride